N-(cis-3-methoxycyclobutyl)-5-(1-methyl-1H-benzo[d][1,2,3]triazol-6-yl)-7H-pyrrolo[2,3-d]pyrimidin-2-amine CO[C@H]1C[C@H](C1)NC=1N=CC2=C(N1)NC=C2C=2C=CC1=C(N(N=N1)C)C2